BrC1=CC=C2C=C(C(=NC2=C1)NCC1=CC=C(C=C1)OC)C(F)F 7-bromo-3-(difluoromethyl)-N-(4-methoxybenzyl)quinolin-2-amine